N-(2-oxo-2,3-dihydro-1H-benzo[d]imidazol-5-yl)-4-sulfamoyl-benzamide Methyl-2-[tert-butoxycarbonyl-[(E)-4-(4,4,5,5-tetramethyl-1,3,2-dioxaborolan-2-yl)but-3-enyl]amino]acetate COC(CN(CC\C=C\B1OC(C(O1)(C)C)(C)C)C(=O)OC(C)(C)C)=O.O=C1NC2=C(N1)C=CC(=C2)NC(C2=CC=C(C=C2)S(N)(=O)=O)=O